SC1=CC=C(C=C1)N1C(=NC2=C(C(=CC=C2C1=O)C)C)C 3-(4-mercaptophenyl)-2,7,8-trimethylquinazolin-4(3H)-one